CN1N=C(C2=CC=C(C=C12)N1CCNCC1)N1C(NC(CC1)=O)=O 1-(1-methyl-6-(piperazin-4-yl)-1H-indazol-3-yl)dihydropyrimidine-2,4(1H,3H)-dione